(2R,4R)-1-(3-chloro-2-fluorobenzyl)-4-((3'-fluoro-3-methyl-6'-((5-methyl-1H-pyrazol-3-yl)amino)-[2,4'-bipyridin]-2'-yl)methyl)-2-methylpiperidine-4-carboxylic acid ClC=1C(=C(CN2[C@@H](C[C@@](CC2)(C(=O)O)CC2=NC(=CC(=C2F)C2=NC=CC=C2C)NC2=NNC(=C2)C)C)C=CC1)F